isopropyl-thiophosphonic acid C(C)(C)P(O)(O)=S